C(C)(C)NC(=O)C1=CC2=C(C=CC(=C2C=C1)C1=CC=C(C=C1)C(F)(F)F)N(C(C)=O)C N-isopropyl-8-(N-methyl-acetamido)-5-(4-(trifluoromethyl)phenyl)-2-naphthamide